C1C(CC2CCCC12)C(=O)OC[C@H]1O[C@@]([C@@H]2OC(O[C@@H]21)(C)C)(C#N)C2=CC=C1C(=NC=NN12)N ((3aR,4R,6R,6aR)-6-(4-aminopyrrolo[2,1-f][1,2,4]triazin-7-yl)-6-cyano-2,2-dimethyltetrahydrofuro[3,4-d][1,3]dioxol-4-yl)methyl octahydropentalene-2-carboxylate